C(C1=CC=CC=C1)OC1=NC(=CC=C1C1=NN(C2=CC(=CC=C12)N1CCN(CC1)C[C@@H]1[C@H](CN(CC1)C(=O)OC(C)(C)C)F)C)O tert-butyl (3R,4R)-4-((4-(3-(2-(benzyloxy)-6-hydroxypyridin-3-yl)-1-methyl-1H-indazol-6-yl) piperazin-1-yl) methyl)-3-fluoropiperidine-1-carboxylate